C(C1=CC=CC=C1)OC1=C2N=CN(C2=NC(=N1)N1CCOCC1)C1=NC=CC=C1C 4-(6-(Benzyloxy)-9-(3-methylpyridin-2-yl)-9H-purin-2-yl)morpholine